2-[7-[(3R)-1-isopropyl-3-piperidyl]-5,6-dihydropyrrolo[2,3-c]pyridazin-3-yl]-3-methyl-5-(trifluoromethyl)phenol C(C)(C)N1C[C@@H](CCC1)N1CCC2=C1N=NC(=C2)C2=C(C=C(C=C2C)C(F)(F)F)O